ethyl 1-[6-(1,3-dioxolan-2-yl)-5-[(4-methoxyphenyl)methoxy]pyridin-3-yl]cyclopropane-1-carboxylate O1C(OCC1)C1=C(C=C(C=N1)C1(CC1)C(=O)OCC)OCC1=CC=C(C=C1)OC